7-methyl-2-((2R)-2-(6-methyl-4-pyridazinyl)-4-morpholinyl)-4-(cis-3-(trifluoromethyl)cyclobutyl)pteridine CC1=CN=C2C(=NC(=NC2=N1)N1C[C@H](OCC1)C1=CN=NC(=C1)C)[C@@H]1C[C@@H](C1)C(F)(F)F